3-{4-[(1,1-dioxo-1λ6-thian-4-yl)amino]-1-(2,2,2-trifluoroethyl)-1H-indol-2-yl}-N-methylbenzamide O=S1(CCC(CC1)NC1=C2C=C(N(C2=CC=C1)CC(F)(F)F)C=1C=C(C(=O)NC)C=CC1)=O